C[C@H]1C[C@]2([C@H]([C@H]1OC(=O)C)[C@@H]3[C@](O3)(CC[C@H]4[C@H](C4(C)C)/C=C(/C2=O)\\C)C)O The molecule is a lathyrane diterpenoid isolated from the roots of Euphorbia micractina. It is a lathyrane diterpenoid, an epoxide, an acetate ester and a tertiary alpha-hydroxy ketone.